butyl 3-hydroxy-4-(2,2,2-trifluoroethyl)pyrrolidine-1-carboxylate OC1CN(CC1CC(F)(F)F)C(=O)OCCCC